4,6-dichloro-N-(8-fluoro-4-oxo-3-(2-(trifluoromethyl)benzyl)-3,4-dihydrobenzo[d][1,2,3]triazin-5-yl)-5-hydroxypicolinamide ClC1=CC(=NC(=C1O)Cl)C(=O)NC1=CC=C(C=2N=NN(C(C21)=O)CC2=C(C=CC=C2)C(F)(F)F)F